C(=O)C1=CC=C(C(=N1)C)B(O)O 6-FORMYL-2-METHYLPYRIDINE-3-BORONIC ACID